S1C(=CC2=C1C=CC=C2)C=2C=C1C=CC=NC1=C1C2C=CC=C1 6-(2-benzothienyl)benzo[h]quinoline